1,2,4-oxadiazol-5-yl-3-hydroxypropan-2-yl-carbamic acid tert-butyl ester C(C)(C)(C)OC(N(C(C)CO)C1=NC=NO1)=O